N[C@@H]1C2=CC=CC=C2CC12CCN(CC2)C=2NC(C1=C(N2)NN=C1C1=CCOC2=CC(=CC=C12)Cl)=O (S)-6-(1-amino-1,3-dihydrospiro[indene-2,4'-piperidine]-1'-yl)-3-(7-chloro-2H-chromen-4-yl)-1,5-dihydro-4H-pyrazolo[3,4-d]pyrimidin-4-one